C12CN(CC2C1)C1=CC=C(C=N1)[C@@H]1N(C[C@H](C1)O)C1=CC(=NC=N1)NC(=O)[C@@H]1[C@H](C1)C1=NC=CC(=N1)C |&1:27,28| rac-(1S*,2S*)-N-(6-((2R,4S)-2-(6-(3-azabicyclo[3.1.0]hexan-3-yl)pyridin-3-yl)-4-hydroxypyrrolidin-1-yl)pyrimidin-4-yl)-2-(4-methylpyrimidin-2-yl)cyclopropane-1-carboxamide